O=C1NC(CCC1N1C(N(C2=C1C=CC(=C2)N2CCN(CC2)C2CCC(CC2)C(=O)O)C)=O)=O 4-[4-[1-(2,6-Dioxo-3-piperidyl)-3-methyl-2-oxo-benzimidazol-5-yl]piperazin-1-yl]cyclohexanecarboxylic acid